ClC1=CC(=CC=2C3=CC(=CC=C3C(=CC12)C(=O)O)C(F)(F)F)Cl 1,3-dichloro-6-trifluoromethyl-9-phenanthreneformic acid